(1H-imidazol-1-yl)(5-(2-methyl-oxazol-4-yl)-4,5-dihydro-1H-pyrazol-1-yl)methanone tert-butyl-N-(4-oxotetrahydrofuran-3-yl)carbamate C(C)(C)(C)OC(NC1COCC1=O)=O.N1(C=NC=C1)C(=O)N1N=CCC1C=1N=C(OC1)C